D-N-ethyl-alanine C(C)N[C@H](C)C(=O)O